(S)-3-(6-oxo-6,8-dihydro-2H,7H-spiro[furo[2,3-e]isoindole-3,4'-piperidin]-7-yl-2,2-d2)piperidine-2,6-dione benzenesulfonate C1(=CC=CC=C1)S(=O)(=O)O.O=C1N(CC2=C3C(=CC=C12)C1(CCNCC1)C(O3)([2H])[2H])[C@@H]3C(NC(CC3)=O)=O